FC([Si](Cl)(C(F)(F)F)C(F)(F)F)(C(C(C(C(C(C(C(C(C(C(C(C(F)(F)F)(F)F)(F)F)(F)F)(F)F)(F)F)(F)F)(F)F)(F)F)(F)F)(F)F)(F)F)F perfluorododecyl-tri-methyl-chlorosilane